2-benzyl-2-dimethylamino-1-(4-morpholinophenyl)1-butanone C(C1=CC=CC=C1)C(C(=O)C1=CC=C(C=C1)N1CCOCC1)(CC)N(C)C